6-chloro-3-(5-cyclopropyl-1-(tetrahydro-2H-pyran-2-yl)-1H-pyrazol-3-yl)imidazo[1,2-b]pyridazine ClC=1C=CC=2N(N1)C(=CN2)C2=NN(C(=C2)C2CC2)C2OCCCC2